6-(1-cyclopentyl-4-(4-fluorophenyl)-1H-imidazol-5-yl)imidazo[1,2-a]pyridine-3-carbonitrile C1(CCCC1)N1C=NC(=C1C=1C=CC=2N(C1)C(=CN2)C#N)C2=CC=C(C=C2)F